NC1=C(C=CC=C1)C=1C=C2C(=NC1)NC=C2C(=O)C=2C(=C(C=CC2F)NS(=O)(=O)CCC)F N-(3-(5-(2-aminophenyl)-1H-pyrrolo[2,3-b]pyridine-3-carbonyl)-2,4-difluorophenyl)propane-1-sulfonamide